N(=[N+]=[N-])CC=1N=C2N(C=C(C=C2)CO)C1 (2-(azidomethyl)imidazo[1,2-a]pyridine-6-yl)methanol